3-[5-(difluoromethoxy)-1-methyl-3-(trifluoromethyl)pyrazol-4-ylmethyl-sulfonyl]-4,5-dihydro-5,5-dimethyl-1,2-oxazole FC(OC1=C(C(=NN1C)C(F)(F)F)CS(=O)(=O)C1=NOC(C1)(C)C)F